BrC=1C=NC=2CCN(CC2C1)C1=C(C=C(N=N1)C#N)C 6-(3-bromo-7,8-dihydro-1,6-naphthyridin-6(5H)-yl)-5-methylpyridazine-3-carbonitrile